BrC1=CC(=C2C=NC(=NN21)Cl)F 7-bromo-2-chloro-5-fluoropyrrolo[2,1-f][1,2,4]triazine